C1(CCCC1)C1=NC=C(C(=N1)OC1=CC(=CC=C1)CC)C(=O)N[C@@H](C)\C=C\S(=O)(=O)C (S,E)-2-cyclopentyl-4-(3-ethylphenoxy)-N-(4-(methylsulfonyl)but-3-en-2-yl)pyrimidine-5-carboxamide